CN1N=CC(=C1C1=CC=C(N)C=C1)C 4-(1,4-dimethyl-1H-pyrazol-5-yl)aniline